4-methoxy-N-(4-(4-(pyridin-2-yl)-1,4-diazepan-1-yl)phenyl)benzamide COC1=CC=C(C(=O)NC2=CC=C(C=C2)N2CCN(CCC2)C2=NC=CC=C2)C=C1